1-methyl-3-(trifluoromethyl)-1H-pyrazole-5-carboxylic acid CN1N=C(C=C1C(=O)O)C(F)(F)F